COC=1C=C(C=CC1)C1=NNC(=C1)C=1C=C(C=CC1)C(C)SC1=NN=CN1C 3-((1-(3-(3-(3-methoxyphenyl)-1H-pyrazol-5-yl)phenyl)ethyl)thio)-4-methyl-4H-1,2,4-triazole